CC[NH3+].CC(=O)[O-] The molecule is an organoammonium salt resulting from the mixing of equimolar amounts of acetic acid and ethylamine. It contains an ethylaminium and an acetate.